tert-butyl N-[(2S,3S)-1-[2-[(7S)-3,7-dimethyl-4,5,6,7-tetrahydroindazol-2-yl]acetyl]-2-(3-methoxy-2-methyl-phenyl)pyrrolidine-3-yl]carbamate CC=1N(N=C2[C@H](CCCC12)C)CC(=O)N1[C@H]([C@H](CC1)NC(OC(C)(C)C)=O)C1=C(C(=CC=C1)OC)C